triphenylmono-n-butoxysilane C1(=CC=CC=C1)[Si](OCCCC)(C1=CC=CC=C1)C1=CC=CC=C1